CC(C)(C(CC)=O)OO[Si](C)(C)C 2-Methyl-2-((trimethylsilyl)peroxy)pentan-3-one